C[C@H]1O[C@@H](CN(C1)C=1C2=C(N=C(N1)N)C=C(S2)I)C 4-((2R,6R)-2,6-dimethylmorpholino)-6-iodothieno[3,2-d]pyrimidin-2-amine